C(C)(C)(C)OC(=O)N1CC2=CC=C(C=C2CC1)C1=NC(=C(C2=C1C=CS2)C2=C(C=C(C=C2)F)OCCOC)OS(=O)(=O)C(F)(F)F 6-[7-[4-fluoro-2-(2-methoxyethoxy)phenyl]-6-(trifluoromethyl-sulfonyloxy)thieno[3,2-c]pyridin-4-yl]-3,4-dihydro-1H-isoquinoline-2-carboxylic acid tert-butyl ester